ClC1=C(C=CC(=C1)Cl)C=1CCCC2=C(C1C1=CC=C(C=C1)C=C1CN(C1)C(CC(F)F)([2H])[2H])C=CC=C2 8-(2,4-Dichlorophenyl)-9-(4-((1-(3,3-difluoropropyl-1,1-d2)azetidin-3-yliden)methyl)phenyl)-6,7-dihydro-5H-benzo[7]annulen